(2S,5S)-3-(4-amino-3-nitrophenethyl)-2-(1-(4-bromophenyl)-3-(4-fluorophenyl)-1H-pyrazol-4-yl)-5-methyl-oxazolidin-4-one NC1=C(C=C(CCN2[C@@H](O[C@H](C2=O)C)C=2C(=NN(C2)C2=CC=C(C=C2)Br)C2=CC=C(C=C2)F)C=C1)[N+](=O)[O-]